Cl.ClC1=C(C(=O)N(C)C)C=CC(=C1)NC1CN(C1)C1CCNCC1 2-chloro-N,N-dimethyl-4-(1-(piperidin-4-yl)azetidin-3-ylamino)benzamide hydrochloride